ClC=1C=NC=C(C(=O)NC2=CC(=CC=C2)[C@H](C)NC=2N=C3C(=NC2)NC=C3C)C1 (S)-5-chloro-N-(3-(1-((7-methyl-5H-pyrrolo[2,3-b]pyrazin-2-yl)amino)ethyl)phenyl)nicotinamide